NC1=NC2=C(C(=C(N=C2C(=C1S)Br)N)S)Br 2,6-diamino-4,8-dibromo-3,7-dimercapto-1,5-naphthyridine